C1(=CC=C(C=C1)C1CN(CCC1)C=1NCCN1)C1=CC=CC=C1 3-([1,1'-biphenyl]-4-yl)-1-(4,5-dihydro-1H-imidazol-2-yl)piperidine